FC(OC=1C=C(C=CC1F)C=1C=C(C(=NC1)C(F)F)CN1COCC1)F 3-[[5-[3-(Difluoromethoxy)-4-fluoro-phenyl]-2-(difluoromethyl)-3-pyridyl]methyl]oxazolidin